[Cl-].C(C)(C)C1=C(C(=CC=C1)C(C)C)[NH+]1CN(CC1)C1=C(C=CC=C1C(C)C)C(C)C 1,3-Bis-(2,6-diisopropylphenyl)-imidazolinium chlorid